NC(=O)[C@H](O)[C@H](O)[C@H](O)[C@H](O)CO aminoallose